(3R)-3-(1,4-dimethyl-1H-benzotriazol-5-yl)-3-(7-{[(6S)-6-ethyl-2-hydroxy-5,6,7,9-Tetrahydro-8H-pyrido[2,3-c]azepin-8-yl]methyl}-1-benzothiophen-5-yl)propanoic acid CN1N=NC2=C1C=CC(=C2C)[C@H](CC(=O)O)C=2C=C(C1=C(C=CS1)C2)CN2CC1=C(C[C@@H](C2)CC)C=CC(=N1)O